C1(CCC1)C(=O)NCC1=CC=C(C=C1)NC(=O)NCC1=CC=C(C=C1)F N-{4-[(cyclobutylcarbonylamino)methyl]phenyl}{[(4-fluorophenyl)methyl]amino}carboxamide